2-(4-ethylphenyl)-5,6-difluoro-1H-benzo[d]imidazole C(C)C1=CC=C(C=C1)C1=NC2=C(N1)C=C(C(=C2)F)F